[C@@H]1([C@@H](O)[C@H](O)[C@H](O)[C@@H](O1)C)OCCNC(CN(CC(=O)ON1C(CCC1=O)=O)CC(NCCO[C@H]1[C@@H](O)[C@H](O)[C@H](O)[C@@H](O1)C)=O)=O 2,5-dioxopyrrolidin-1-yl bis[2-({2-[(α-L-fucopyranosyl)oxy]ethyl}amino)-2-oxoethyl]glycinate